(S)-(Z)-3-((3-butyl-3-ethyl-7-(methylsulfanyl)-1,1-dioxido-5-phenyl-2,3,4,5-tetrahydro-1,5-benzothiazepin-8-yl)oxy)-2-fluoroacrylic acid C(CCC)[C@@]1(CS(C2=C(N(C1)C1=CC=CC=C1)C=C(C(=C2)O\C=C(\C(=O)O)/F)SC)(=O)=O)CC